6-chloro-N-(6-chloro-5-fluoro-2-methoxypyridin-3-yl)-1-(2,3-dihydroxypropyl)indole-3-sulfonamide ClC1=CC=C2C(=CN(C2=C1)CC(CO)O)S(=O)(=O)NC=1C(=NC(=C(C1)F)Cl)OC